[Cu].[Au].[Au] gold-gold copper